C(C)OC(=O)C1=CC=C2CCN(C2=C1)CC1=CC=C2C(=N1)NN=C2C 1-((3-methyl-1H-pyrazolo[3,4-b]pyridin-6-yl)methyl)indoline-6-carboxylic acid ethyl ester